C(#N)C=1C(=CC(=NC1)NC(N(C)C1=NC(=C(C=C1)CN1C(CN(CC1)C)=O)C=O)=O)N1C[C@@H](O[C@@H](C1)C)C 3-(5-cyano-4-((2S,6R)-2,6-dimethylmorpholino)pyridin-2-yl)-1-(6-formyl-5-((4-methyl-2-oxopiperazin-1-yl)methyl)pyridin-2-yl)-1-methylurea